C(N)(=O)C1CCN(CC1)C1=C(C=CC(=C1)CN1CCN(CC1)C(CCCNC1=C2C(N(C(C2=CC=C1)=O)C1C(NC(CC1)=O)=O)=O)=O)NC(=O)C=1N=C(OC1)N1CCOCC1 N-(2-(4-carbamoylpiperidin-1-yl)-4-((4-(4-((2-(2,6-dioxopiperidin-3-yl)-1,3-dioxoisoindolin-4-yl)amino)butanoyl)piperazin-1-yl)methyl)phenyl)-2-morpholinooxazole-4-carboxamide